1-(2,3-dihydro-1H-inden-5-yl)-1-[1-(trityl)imidazol-4-yl]ethanol C1CCC2=CC(=CC=C12)C(C)(O)C=1N=CN(C1)C(C1=CC=CC=C1)(C1=CC=CC=C1)C1=CC=CC=C1